N1CCC(CC1)B(O)O PIPERIDINE-4-BORONIC ACID